4-(6-amino-5-((2,3-dichlorophenyl)thio)pyrazin-2-yl)piperazine-1-carboxamidine NC1=C(N=CC(=N1)N1CCN(CC1)C(=N)N)SC1=C(C(=CC=C1)Cl)Cl